C(C)(C)(C)OC(N[C@H]1CNCC[C@H]1O)=O ((3S,4R)-4-hydroxypiperidin-3-yl)carbamic acid tert-butyl ester